COS(=O)(=O)O.C(C1=CC=CC=C1)=C1C(C2(CCC1C2(C)C)C)=O benzylidenebornan-2-one methylsulfat